O.OC(CC(=O)O)(CC(=O)O)C(=O)O 2-hydroxy-1,2,3-propanetricarboxylic acid monohydrate